ethyl-(2-oxopropyl)glycine ethyl ester hydrochloride Cl.C(C)OC(CN(CC(C)=O)CC)=O